The molecule is a L-threonine derivative phosphorylated at the side-chain hydroxy function. It has a role as an Escherichia coli metabolite. It is a L-threonine derivative, a non-proteinogenic L-alpha-amino acid and an O-phosphoamino acid. It is a conjugate acid of an O-phosphonato-L-threonine(2-). C[C@H]([C@@H](C(=O)O)N)OP(=O)(O)O